N-(2-carbamoylpyridin-4-yl)-4-fluoro-7-methyl-2-(oxan-2-ylmethyl)indazole-3-carboxamide C(N)(=O)C1=NC=CC(=C1)NC(=O)C=1N(N=C2C(=CC=C(C12)F)C)CC1OCCCC1